ethane-1,2-diyl bis(dimethylcarbamate) CN(C(OCCOC(N(C)C)=O)=O)C